OC1=C(C(=O)C2=C(C=C(C=C2)OC)O)C=C(C(=C1S(=O)(=O)O)OC)[Na] 2,2'-dihydroxy-4,4'-dimethoxy-5-sodiosulfobenzophenone